5,5-diphenylhydantoin sodium salt [Na].C1(=CC=CC=C1)C1(C(NC(N1)=O)=O)C1=CC=CC=C1